NCCNC(CC1=CC=C(CN2CCN(CCN(CC2)CC(=O)O)CC(=O)O)C=C1)=O 2,2'-(7-(4-(2-((2-aminoethyl)amino)-2-oxoethyl)benzyl)-1,4,7-triazacyclononane-1,4-diyl)diacetic acid